5-(5-fluoro-6-(((2S,3R)-3-hydroxybut-2-yl)oxy)benzo[d]thiazol-2-yl)-7-methylquinoxaline-2-carboxylic acid ethyl ester C(C)OC(=O)C1=NC2=CC(=CC(=C2N=C1)C=1SC2=C(N1)C=C(C(=C2)O[C@@H](C)[C@@H](C)O)F)C